N,N-dimethylheptacosa-18,21-dien-10-amine CN(C(CCCCCCCCC)CCCCCCCC=CCC=CCCCCC)C